N1(CCOCC1)C1=NC2=C(N=CC=C2C(=C1)C1=CC=C(C=C1)SC(C)C)C1=CC=NN1C1OCCCC1 2-(morpholin-4-yl)-4-[4-(propan-2-ylsulfanyl)phenyl]-8-[1-(tetrahydro-2H-pyran-2-yl)-1H-pyrazol-5-yl]-1,7-naphthyridine